2-bromo-5-cyanobenzoic acid BrC1=C(C(=O)O)C=C(C=C1)C#N